FC1=C(C(=C2C=CNC2=C1)C1=CC=NN1)OC=1C=C(C=CC1)C=1NC(=CN1)CC=1C=C(C=CC1)CCC(=O)OC methyl 3-(3-((2-(3-((6-fluoro-4-(1H-pyrazol-5-yl)-1H-indol-5-yl)oxy)phenyl)-1H-imidazol-5-yl)methyl)phenyl)propanoate